4-{[3-(8-{[(3S,4R)-3-fluoro-1-methylpiperidin-4-yl]amino}-3-[(trifluoromethyl)sulfanyl]imidazo[1,2-a]pyridin-2-yl)prop-2-yn-1-yl]amino}-N-isopropyl-3-methoxybenzamide F[C@H]1CN(CC[C@H]1NC=1C=2N(C=CC1)C(=C(N2)C#CCNC2=C(C=C(C(=O)NC(C)C)C=C2)OC)SC(F)(F)F)C